1-[1-[4-[2-[1-[3-[tert-butyl(dimethyl)silyl]oxypropyl]-4-piperidyl]ethynyl]-1-naphthyl]ethyl]-N-[(3-fluorophenyl)methyl]piperidine-4-carboxamide [Si](C)(C)(C(C)(C)C)OCCCN1CCC(CC1)C#CC1=CC=C(C2=CC=CC=C12)C(C)N1CCC(CC1)C(=O)NCC1=CC(=CC=C1)F